BrC1=C(C(=CC(=C1)Br)C(NC)=O)NC(=O)[C@H]1N(CCC1)C(=O)OC(C)(C)C tert-butyl (S)-2-((2,4-dibromo-6-(methylcarbamoyl)-phenyl)carbamoyl)pyrrolidine-1-carboxylate